2-(3-((2-(acryloyloxy) ethyl) dimethylamino) propionamido)-2-methylpropane-1-sulfonate C(C=C)(=O)OCCCN(CCC(=O)NC(CS(=O)(=O)[O-])(C)C)C